ClC=1C=CN=C2C=CC(=NC12)N1C(CCC1)C1=C(C=CC(=C1)F)F 8-chloro-2-(2-(2,5-difluorophenyl)pyrrolidin-1-yl)-1,5-naphthyridine